N1C(C(OCC1)=O)=O Morpholindione